tert-butyl 4-[(4-formylcyclohexyl)methyl]piperazine-1-carboxylate C(=O)C1CCC(CC1)CN1CCN(CC1)C(=O)OC(C)(C)C